2-acetylphenanthrene C(C)(=O)C1=CC=2C=CC3=CC=CC=C3C2C=C1